BrC1=CC=C(C(=O)NCCC2=NC3=C(N2C2=CC=C(C=C2)Br)C=CC=C3)C=C1 4-bromo-N-(2-(1-(4-bromophenyl)-1H-benzimidazol-2-yl)ethyl)benzamide